10-(1-((6-chloro-2-(2-methyl-1-oxoisoindolin-5-yl)pyridin-3-yl)amino)-2-hydroxyethyl)-8-methyl-4,5-dihydro-3H,6H-2,2a,5a-triazaaceanthrylen-6-one ClC1=CC=C(C(=N1)C=1C=C2CN(C(C2=CC1)=O)C)NC(CO)C=1C=C(C=C2C(N3CCCN4N=CC(C12)=C43)=O)C